7-HYDROXYQUINOLINE-8-BORONIC ACID OC1=CC=C2C=CC=NC2=C1B(O)O